ClC1=C(C(=C(C=C1)C=CC1=CC=CC=C1)Cl)Cl Trichloro-stilbene